C(=O)(O)[C@H]1[C@@H](C1)C(=O)C1=CC2=C(S1)C=C(C(=C2)OCCCOC=2C=C1CN(CC1=CC2OC)C(=O)[C@H]2[C@@H](C2)C(=O)O)OC (1R,2R)-2-(5-(3-((2-((1R,2R)-2-carboxycyclopropane-1-carbonyl)-6-methoxybenzo[b]thiophen-5-yl)oxy)propoxy)-6-methoxyisoindoline-2-carbonyl)cyclopropane-1-carboxylic acid